(4-{[2-(acetamido)pyridin-4-yl]oxy}-3-fluorophenyl)-1-(2-fluorophenyl)-4-methyl-5-oxo-4,5-dihydro-1H-1,2,4-triazole-3-carboxamide C(C)(=O)NC1=NC=CC(=C1)OC1=C(C=C(C=C1)NC(=O)C1=NN(C(N1C)=O)C1=C(C=CC=C1)F)F